N-[[6-[2-(1,1-dioxothiolan-3-yl)acetyl]-6-azaspiro[2.5]octan-2-yl]methyl]furo[2,3-c]pyridine-2-carboxamide O=S1(CC(CC1)CC(=O)N1CCC2(C(C2)CNC(=O)C2=CC=3C(=CN=CC3)O2)CC1)=O